1-{4-[5-(trifluoromethyl)-1,2,4-oxadiazol-3-yl]benzyl}-1H-pyrazol FC(C1=NC(=NO1)C1=CC=C(CN2N=CC=C2)C=C1)(F)F